tert-butyl 4-{[8-fluoro-6-(4,4,5,5-tetramethyl-1,3,2-dioxaborolan-2-yl) quinazolin-2-yl] amino}piperidine-1-carboxylate FC=1C=C(C=C2C=NC(=NC12)NC1CCN(CC1)C(=O)OC(C)(C)C)B1OC(C(O1)(C)C)(C)C